(3S,4R,5R,6R)-2-(4-chloro-3-(4-ethoxyphenyl)phenyl)-5-(dodecanoyloxy)-6-((dodecanoyloxy)methyl)tetrahydro-2H-pyran ClC1=C(C=C(C=C1)C1O[C@@H]([C@@H](CC1)OC(CCCCCCCCCCC)=O)COC(CCCCCCCCCCC)=O)C1=CC=C(C=C1)OCC